(R)-N-((S)-1-(4-bromo-3-fluorophenyl)-2,2,2-trifluoroethyl)-2-methylpropane-2-sulfinamide BrC1=C(C=C(C=C1)[C@@H](C(F)(F)F)N[S@](=O)C(C)(C)C)F